O=C1N(C(C=C1)=O)CCNC(CN1CCN(CCN(CCN(CC1)CC(=O)O)CC(=O)O)CC(=O)O)=O 2,2',2''-(10-(2-((2-(2,5-dioxo-2,5-dihydro-1H-pyrrol-1-yl)ethyl)amino)-2-oxoethyl)-1,4,7,10-tetraazacyclododecane-1,4,7-triyl)triacetic acid